2-(2,6-dioxopiperidin-3-yl)-5-(3-(4-((1r,3r)-3-((6-((2-methylpyridin-4-yl)amino)-1,5-naphthyridin-2-yl)oxy)cyclobutoxy)piperidin-1-yl)propoxy)isoindoline-1,3-dione O=C1NC(CCC1N1C(C2=CC=C(C=C2C1=O)OCCCN1CCC(CC1)OC1CC(C1)OC1=NC2=CC=C(N=C2C=C1)NC1=CC(=NC=C1)C)=O)=O